N-(4-aminobutyl)-2-aminoethanol NCCCCNCCO